CC1=NOC(=C1C1=NOC(=N1)C1C(C12CCN(CC2)S(=O)(=O)N)(F)F)C 2-[3-(3,5-Dimethylisoxazol-4-yl)-1,2,4-oxadiazol-5-yl]-1,1-difluoro-6-azaspiro[2.5]octan-6-sulfonamid